C(C1=CC=CC=C1)C1N(CCC(C1)(C(=O)O)O)C1=C(C=C(C=C1)N)F.C(C1=CC=CC=C1)C1N(CCC(C1)(C(=O)O)O)C1=C(C=C(C=C1)N)F.C(C)OC(COC(CO)C)C 2-(2-ethoxypropoxy)propanol Benzyl-1-(4-amino-2-fluoro-phenyl)-4-hydroxy-piperidine-4-carboxylate Benzyl-1-(4-amino-2-fluoro-phenyl)-4-hydroxy-piperidine-4-carboxylate